2-chloro-7-methyl-4-morpholinofuro[3,2-d]pyrimidine-6-carboxylic acid ClC=1N=C(C2=C(N1)C(=C(O2)C(=O)O)C)N2CCOCC2